CC1(CCCC1)OC(=O)C1=C2C=CC=C(C2=CC=C1)C1C2C=CC(C1)C2=O 5-(5-(1-methylcyclopentyloxycarbonyl)naphthyl)-7-oxo-bicyclo[2.2.1]Hept-2-ene